methyl 6-methoxy-4-(4-sulfamoyl-1,4-diazepan-1-yl)quinazoline-7-carboxylate hydrochloride Cl.COC=1C=C2C(=NC=NC2=CC1C(=O)OC)N1CCN(CCC1)S(N)(=O)=O